8-[1-(2,2,2-trifluoroethyl)-1H-pyrazolo[3,4-b]pyrazin-6-yl]-2-[4-(trifluoromethyl)pyridin-2-yl]-2,8-diazaspiro[4.5]decane FC(CN1N=CC=2C1=NC(=CN2)N2CCC1(CCN(C1)C1=NC=CC(=C1)C(F)(F)F)CC2)(F)F